3-chloro-N-((2r,3aR,5r,6aS)-5-(6-chloro-1H-indazol-4-yl)-5-hydroxyoctahydro-pentalen-2-yl)benzamide ClC=1C=C(C(=O)NC2C[C@H]3CC(C[C@H]3C2)(O)C2=C3C=NNC3=CC(=C2)Cl)C=CC1